ClC1=C(C=C(C(=C1)F)C1=NC=NC2=CC(=CC=C12)N1CCOCC1)C(C(=O)N)C=1N=NC=CC1 2-[2-Chloro-4-fluoro-5-(7-morpholin-4-yl-quinazolin-4-yl)-phenyl]-2-pyridazin-3-ylacetamide